C[C@H]1C[C@H]([C@@](O[C@@H]1[C@H]2C[C@@H]([C@@H](O2)[C@@]3(CC[C@@H](O3)[C@@]4(CC[C@@]5(O4)C[C@@H]([C@H]([C@H](O5)[C@@H](C)[C@@H]6[C@@H]([C@@H]([C@H]([C@@](O6)([C@H](C)C(=O)[O-])O)C)OC)C)C)O)C)C)C)(C)O)C The molecule is a hydroxy monocarboxylic acid anion that is the conjugate base of mutalomycin, obtained by deprotonation of the carboxy group; major species at pH 7.3. It is a conjugate base of a mutalomycin.